C(/C1=CC=CC=C1)=C\1/CN(C2=CC=CC=C2C1=O)S(=O)(=O)C1=CC=C(C)C=C1 (E)-3-benzylidene-1-p-toluenesulfonyl-2,3-dihydro-4(1H)-quinolinone